(L-Arginino) succinate C(CCC(=O)[O-])(=O)ON[C@@H](CCCNC(N)=N)C(=O)O